FC=1C=C(C=C(C1)F)[C@@H]1CC=NN1C(=O)N1CC(C1)OC1=CC(=NC=C1F)C1=C(C=NN1C)C(=O)NCC (S)-5-(4-((1-(5-(3,5-difluorophenyl)-4,5-dihydro-1H-pyrazole-1-carbonyl)azetidin-3-yl)oxy)-5-fluoropyridin-2-yl)-N-ethyl-1-methyl-1H-pyrazole-4-carboxamide